C12CN(CC(CC1)N2)C=2OC1=C(N2)C(=C(C=C1C=1SC=CN1)C(=O)N1CC(C1)(C(F)(F)F)O)OC(F)(F)F (2-(3,8-diazabicyclo[3.2.1]octan-3-yl)-7-(thiazol-2-yl)-4-(trifluoromethoxy)benzo[d]oxazol-5-yl)(3-hydroxy-3-(trifluoromethyl)azetidin-1-yl)methanone